Racemic-3-cyclopropyl-6-methyl-1-(1-(6-(trifluoromethyl)pyridin-3-yl)propyl)-1H-pyrazolo[3,4-d]Pyrimidin-4(5H)-one C1(CC1)C1=NN(C=2N=C(NC(C21)=O)C)[C@H](CC)C=2C=NC(=CC2)C(F)(F)F |r|